tert-Butyl 4-({4-[2-(4-fluorophenyl)-4-oxo-1,3-thiazolidin-3-yl]-3-methylbenzoyl}oxy)piperidine-1-carboxylate FC1=CC=C(C=C1)C1SCC(N1C1=C(C=C(C(=O)OC2CCN(CC2)C(=O)OC(C)(C)C)C=C1)C)=O